FC1C(C1)C(=O)NC=1N=C2N(C=C(C=C2)C2=C(C=C(C(=C2)O)F)C)C1 2-fluoro-N-(6-(4-fluoro-5-hydroxy-2-methylphenyl)imidazo[1,2-a]pyridin-2-yl)cyclopropanecarboxamide